Cl.FC=1C=C(C=CC1)C1=NOC(=N1)[C@H]([C@H](C)OC)N (1S,2S)-1-[3-(3-fluorophenyl)-1,2,4-oxadiazol-5-yl]-2-methoxy-propan-1-amine hydrochloride